C(C(=O)O)(=O)O.ClC=1N=C(C2=C(N1)N(C=C2)C2=CC=C(C=C2)CNCCCN2CCN(CC2)C)C2=CC=CC=C2 2-Chloro-7-(4-[(3-(4-methylpiperazin-1-yl)propyl)aminomethyl]phenyl)-4-phenyl-7H-pyrrolo[2,3-d]pyrimidine oxalate